ClC1=C(C=CC(=C1)Cl)C=1C=CC(=NC1)C1CN(C1)C(=O)N1C[C@@H]2[C@@H](OCC(N2)=O)CC1 (4aR,8aS)-6-(3-(5-(2,4-Dichlorophenyl)pyridin-2-yl)azetidin-1-carbonyl)hexahydro-2H-pyrido[4,3-b][1,4]oxazin-3(4H)-on